[C@H]12CN(C[C@H](CC1)N2)C=2C1=C(N=C(N2)OCC23CCCN3CCC2)C=C(C=N1)C1=CC(=CC2=CC=CC=C12)O 4-(4-((1R,5S)-3,8-Diazabicyclo[3.2.1]octan-3-yl)-2-((tetrahydro-1H-pyrrolizin-7a(5H)-yl)methoxy)pyrido[3,2-d]pyrimidin-7-yl)naphthalen-2-ol